C(C)N1C=C(C(C2=CC(=C(C=C12)N1CCN(CC1)CC1=CC=CC=2CCCCC12)F)=O)C(=O)O 1-ethyl-6-fluoro-7-(4-((5,6,7,8-tetrahydronaphthalen-1-yl)methyl)piperazin-1-yl)-4-oxo-1,4-dihydroquinoline-3-carboxylic acid